2-cyanoethyl (2,2-dimethyl-1-(2-nitro-4,5-bis(pentyloxy) phenyl) propyl) diisopropylphosphoramidite C(C)(C)N(P(OCCC#N)OC(C(C)(C)C)C1=C(C=C(C(=C1)OCCCCC)OCCCCC)[N+](=O)[O-])C(C)C